alpha-(2,4-disulfophenyl)-N-tertiary butyl-nitrone disodium salt [Na+].[Na+].S(=O)(=O)([O-])C1=C(C=CC(=C1)S(=O)(=O)[O-])C=[N+]([O-])C(C)(C)C